NC1=CC=C(C=C1)N1CCC(C1)O N1-(4-aminophenyl)-4-hydroxypyrrolidine